CC=1C=NNC1C 4,5-dimethylpyrazole